allyl (cyclohex-3-en-1-ylmethyl) carbonate C(OCC=C)(OCC1CC=CCC1)=O